(4-amino-1-methyl-1H-pyrazolo[4,3-c][1,7]naphthyridin-8-yl)((3S)-3-(4-(pentafluoroethyl)phenyl)-4-morpholinyl)methanone NC1=NC=2C=NC(=CC2C2=C1C=NN2C)C(=O)N2[C@H](COCC2)C2=CC=C(C=C2)C(C(F)(F)F)(F)F